BrCC1=C(C=CC=C1OC(F)(F)F)Cl 2-(bromomethyl)-1-chloro-3-(trifluoromethoxy)benzene